FC=1C(=C(C=CC1F)[C@H]1[C@@H](S[C@](C1)(C(F)(F)F)C)C(=O)NC1=CC(=C(C=C1)B(O)O)F)OC (4-((2R,3S,5R)-3-(3,4-difluoro-2-methoxyphenyl)-5-methyl-5-(trifluoromethyl)tetrahydrothiophene-2-carboxamido)-2-fluorophenyl)boronic acid